6,6-dimethoxycapronitrile COC(CCCCC#N)OC